N-(trans-4-((1-((6-chloropyridin-3-yl)amino)isoquinolin-6-yl)oxy)cyclohexyl)acetamide ClC1=CC=C(C=N1)NC1=NC=CC2=CC(=CC=C12)O[C@@H]1CC[C@H](CC1)NC(C)=O